ClC1=NC(=C(C=C1C=1C=NN(C1)CC1(CCCC1)F)C)F 2-chloro-6-fluoro-3-(1-((1-fluorocyclopentyl)methyl)-1H-pyrazol-4-yl)-5-methylpyridine